ClC=1C(=NC(=NC1)N1C[C@@H](OCC1)C)NC1=CC=2C3=C(C(N(C2C=C1)C)=O)OCC([C@@H](N3)C3CC3)(F)F (S)-10-((5-chloro-2-((S)-2-methylmorpholino)pyrimidin-4-yl)amino)-2-cyclopropyl-3,3-difluoro-7-methyl-1,2,3,4-tetrahydro-[1,4]oxazepino[2,3-c]quinolin-6(7H)-one